Cl.N[C@@H]1CN(CCC1)C1=C(C=NC(=C1)NC1=NC(=NC=C1)C1=C(C=CC=C1OC)F)C=1C=C2CCC(NC2=C(C1)C)=O (S)-6-(4-(3-aminopiperidin-1-yl)-6-((2-(2-fluoro-6-methoxyphenyl)pyrimidin-4-yl)amino)pyridin-3-yl)-8-methyl-3,4-dihydroquinolin-2(1H)-one hydrochloride